vanadium-chromium-zirconium [Zr].[Cr].[V]